NC1=NC2=C(C=3N1N=C(N3)C=3OC=CC3)C=NN2C(C(=O)NCC2=NC=CC(=C2)C)(C)C2=CC=CC=C2 2-(5-amino-2-(furan-2-yl)-7H-pyrazolo[4,3-e][1,2,4]triazolo[1,5-c]pyrimidin-7-yl)-N-((4-methylpyridin-2-yl)methyl)-2-phenylpropanamide